ClCC(=O)NC1=CC=2C(C3=CC=CC(=C3C(C2C(=C1)O)=O)O)=O 2-chloro-N-(4,5-dihydroxy-9,10-dioxo-9,10-dihydroanthracen-2-yl)acetamide